OC1=CC=C2C=CC=C(C2=C1)NC(OC)=O methyl (7-hydroxynaphthalen-1-yl)carbamate